FC1=CC=C(C=C1)C1=NN(C=C1C=1C2=C(N=CN1)OC(=C2)C2=CC=CC=C2)[C@H]2COCCC2 (R)-4-{3-(4-Fluorophenyl)-1-[(3R)-oxan-3-yl]-1H-pyrazol-4-yl}-6-phenylfuro[2,3-d]pyrimidine